CC1=NN2C(C(NC(=C2)C2CN(CC2)C(=O)OC(C)(C)C)=O)=C1 tert-butyl 3-(2-methyl-4-oxo-4,5-dihydropyrazolo[1,5-a]pyrazin-6-yl)pyrrolidine-1-carboxylate